ClC1=NC(=CC2=C1CNC2=O)N(C)C2CC2 4-Chloro-6-(cyclopropyl-(methyl)amino)-2,3-dihydro-1H-pyrrolo[3,4-c]pyridin-1-one